N1(CCC(CCCC1)C(=O)OC(C)(C)C)C(=O)OCC1=CC=CC=C1 1-benzyl 4-(tert-butyl) azocane-1,4-dicarboxylate